Isopropyl ((S)-(((2R,3S,4R,5R)-5-(4-amino-2-oxopyrimidin-1(2H)-yl)-5-cyano-3,4-dihydroxytetrahydrofuran-2-yl)methoxy)(phenoxy)phosphoryl)-L-alaninate NC1=NC(N(C=C1)[C@]1([C@@H]([C@@H]([C@H](O1)CO[P@](=O)(OC1=CC=CC=C1)N[C@@H](C)C(=O)OC(C)C)O)O)C#N)=O